2-((4-methoxyphenyl)thio)-1-(4-(5-(trifluoromethyl)-1,2,4-oxadiazol-3-yl)phenyl)ethan-1-one COC1=CC=C(C=C1)SCC(=O)C1=CC=C(C=C1)C1=NOC(=N1)C(F)(F)F